Methyl 3-(1-(3,4-dichlorophenyl) pyrrolidin-3-yl)-2-fluoro-6-methoxybenzoate ClC=1C=C(C=CC1Cl)N1CC(CC1)C=1C(=C(C(=O)OC)C(=CC1)OC)F